ClC1=NC=C(C(=N1)N1N=CC(=C1)[N+](=O)[O-])Cl 2,5-Dichloro-4-(4-nitropyrazol-1-yl)pyrimidine